FC1=CC=C(C=C1)NC(=O)C1(CC1)C(=O)NC1=CC=C(OC2=CC=NC3=CC(=C(C=C23)C2(CN(C2)C(=O)OC(C)(C)C)O)OC)C=C1 tert-Butyl 3-[4-[4-[[1-[(4-fluorophenyl)carbamoyl]cyclopropane-carbonyl]amino]phenoxy]-7-methoxyquinolin-6-yl]-3-hydroxyazetidine-1-carboxylate